2'-chloro-N-(5-(((1S,3S)-3-hydroxycyclohexyl)oxy)-1,3,4-thiadiazol-2-yl)-5'-methoxy-6-methyl-(4,4'-bipyridine)-3-carboxamide ClC1=NC=C(C(=C1)C1=C(C=NC(=C1)C)C(=O)NC=1SC(=NN1)O[C@@H]1C[C@H](CCC1)O)OC